ClC1=CC=C(C=C1)C1=C(CCC(C1)(C)C)CN1C2CN(CC1CC2)CC=2C=C1CN(C(C1=CC2)=O)N2C(NC(CC2)=O)=O 1-(5-((8-((4'-chloro-5,5-dimethyl-3,4,5,6-tetrahydro-[1,1'-biphenyl]-2-yl)methyl)-3,8-diazabicyclo[3.2.1]octane-3-yl)methyl)-1-oxoisoindolin-2-yl)dihydropyrimidine-2,4(1h,3h)-dione